4-(3-fluoranthenyl)phenyl-4,4,5,5-tetramethyl-1,3,2-dioxaborolane C1=CC(=C2C=CC=C3C4=CC=CC=C4C1=C23)C2=CC=C(C=C2)B2OC(C(O2)(C)C)(C)C